C1(=CC=C(C=C1)C(CC(=O)O)NC1=CC=C(C=C1)C(C)(C)C)C1=CC=CC=C1 3-([1,1'-Biphenyl]-4-yl)-3-((4-(tert-butyl)phenyl)amino)propanoic acid